P(=O)([O-])([O-])[O-].[Sn+2].P(=O)([O-])([O-])[O-].[Sn+2].[Sn+2] tin (II) phosphate